NC=1NC(C=2N=C(N(C2N1)CC1=CC=C(C=C1)F)SCCC(=O)NCCOCCOCCOCCOCCOCCCCCCCl)=O 3-((2-amino-9-(4-fluorobenzyl)-6-oxo-6,9-dihydro-1H-purin-8-yl)sulfanyl)-N-(21-chloro-3,6,9,12,15-pentaoxahenicos-1-yl)propanamide